FC1=C(C=C(C=C1O)C(F)(F)F)C=1OC2=C(N1)C=C(C=C2)C(=O)OC Methyl 2-(2-fluoro-3-hydroxy-5-(trifluoromethyl)phenyl)benzo[d]oxazole-5-carboxylate